5-((5,5-Dimethylpyrrolidin-3-yl)oxy)-2-methyl-N-(1-(naphthalen-1-yl)cyclopropyl)benzamide CC1(CC(CN1)OC=1C=CC(=C(C(=O)NC2(CC2)C2=CC=CC3=CC=CC=C23)C1)C)C